C(C)SC([C@H](C[C@H]1C(NCC1)=O)NC([C@H](C(C)C)NC(=O)C1CCN(CC1)C(=O)OCC1=CC=CC=C1)=O)=O benzyl 4-(((S)-1-(((S)-1-(ethylthio)-1-oxo-3-((S)-2-oxopyrrolidin-3-yl)propan-2-yl)amino)-3-methyl-1-oxobutan-2-yl)carbamoyl)piperidine-1-carboxylate